C(C)CC(C(CCCCCCCCC)=O)=O ethyldodecanedione